3-hydroxy-2,2-dimethylpropyl geranate C(\C=C(/C)\CCC=C(C)C)(=O)OCC(CO)(C)C